(3S,8aR)-7-(3-Chloro-2-fluoro-6-(1H-tetrazol-1-yl)phenyl)-3-(5-(3-fluoro-2-(hydroxymethyl)pyridin-4-yl)-1H-imidazol-2-yl)-2,3,8,8a-tetrahydroindolizin ClC=1C(=C(C(=CC1)N1N=NN=C1)C1=CCN2[C@@H](CC[C@@H]2C1)C=1NC(=CN1)C1=C(C(=NC=C1)CO)F)F